N-(2-(4-((1R,3R)-3-(((6-oxo-5-(trifluoromethyl)-1,6-dihydropyridazin-3-yl)methyl)amino)cyclobutane-1-carbonyl)piperazin-1-yl)-5-(trifluoromethyl)pyridin-3-yl)acetamide O=C1C(=CC(=NN1)CNC1CC(C1)C(=O)N1CCN(CC1)C1=NC=C(C=C1NC(C)=O)C(F)(F)F)C(F)(F)F